2-methyl-6-oxo-1,6-dihydropyrimidine-5-carboxylic acid CC=1NC(C(=CN1)C(=O)O)=O